BrC1=CN=C(N=N1)N1CCC2(CC1)[C@@H](C1=CC=CC=C1C2)N[S@](=O)C(C)(C)C (R)-N-[(1S)-1'-(6-bromo-1,2,4-triazin-3-yl)spiro[indan-2,4'-piperidin]-1-yl]-2-methyl-propane-2-sulfinamide